N-methyl-N-(1-(((R)-1-methylazetidin-2-yl)sulfonyl)azetidine-3-carbonyl)-L-valine CN([C@@H](C(C)C)C(=O)O)C(=O)C1CN(C1)S(=O)(=O)[C@H]1N(CC1)C